tert-butyl (2R,6R)-2-((S)-(3-(benzyloxy)phenyl)(hydroxy)methyl)-6-propylpiperidine-1-carboxylate C(C1=CC=CC=C1)OC=1C=C(C=CC1)[C@@H]([C@@H]1N([C@@H](CCC1)CCC)C(=O)OC(C)(C)C)O